5-{[(2s,5r)-2,5-dimethyl-4-(tetrahydro-2H-pyran-4-yl)piperazin-1-yl]carbonyl}-N-(5-fluoro-2-methylpyrimidin-4-yl)-6,6-dimethyl-1,4,5,6-tetrahydropyrrolo[3,4-c]pyrazol-3-amine C[C@@H]1N(C[C@H](N(C1)C1CCOCC1)C)C(=O)N1C(C=2NN=C(C2C1)NC1=NC(=NC=C1F)C)(C)C